4-((4,6-bis((3-(didodecylamino)propyl)amino)-1,3,5-triazin-2-yl)amino)butyl 3-(4-methylpiperazin-1-yl)propanoate CN1CCN(CC1)CCC(=O)OCCCCNC1=NC(=NC(=N1)NCCCN(CCCCCCCCCCCC)CCCCCCCCCCCC)NCCCN(CCCCCCCCCCCC)CCCCCCCCCCCC